methyl (4-((5-methyl-4-((5-methyl-1H-pyrazol-3-yl)amino)-6-(piperidin-1-yl)pyrimidin-2-yl)thio)phenyl)carbamate CC=1C(=NC(=NC1N1CCCCC1)SC1=CC=C(C=C1)NC(OC)=O)NC1=NNC(=C1)C